ClC1=NC=C(C(=C1)C1=C(C=NC(=C1)C)C(=O)NC=1SC(=NN1)OC1CCCC1)OC 2'-chloro-N-(5-(cyclopentyloxy)-1,3,4-thiadiazol-2-yl)-5'-methoxy-6-methyl-(4,4'-bipyridine)-3-carboxamide